COC=1C(N(N=CC1C1BOOC1)C)=O 4-methoxy-2-methyl-5-(4,5-dioxaborolan-2-yl)pyridazin-3(2H)-one